ClC1=CC=C(C=C1)C1=N[C@H](C=2N(C3=C1C(=C(S3)C)C)C(=NN2)C)[C@H](C(=O)OCCOCCOCCOCCN)CC 2-(2-(2-(2-aminoethoxy)ethoxy)ethoxy)ethyl (R)-2-((S)-4-(4-chlorophenyl)-2,3,9-trimethyl-6H-thieno[3,2-f][1,2,4]triazolo[4,3-a][1,4]diazepin-6-yl)butanoate